tert-butyl (2R,5S)-2-(3-chloro-2-fluoropyridin-4-yl)-5-vinylpyrrolidine-1-carboxylate ClC=1C(=NC=CC1[C@@H]1N([C@@H](CC1)C=C)C(=O)OC(C)(C)C)F